2-(2-(prop-1-en-2-yl)phenyl)pyrrolidine-1-carboxylic acid tert-butyl ester C(C)(C)(C)OC(=O)N1C(CCC1)C1=C(C=CC=C1)C(=C)C